(2R,3S)-2-[(2S,4R)-4-[(4-cyclopropylphenyl)methyl]-2-[(1-methylindazol-5-yl)methylcarbamoyl]pyrrolidine-1-carbonyl]-N-[2-(dimethylamino)ethyl]-N-methyl-piperidine-3-carboxamide C1(CC1)C1=CC=C(C=C1)C[C@@H]1C[C@H](N(C1)C(=O)[C@@H]1NCCC[C@@H]1C(=O)N(C)CCN(C)C)C(NCC=1C=C2C=NN(C2=CC1)C)=O